methyl 2,3,4,5,6-pentachlorobenzenesulfinate ClC1=C(C(=C(C(=C1Cl)Cl)Cl)Cl)S(=O)OC